[Si](C1=CC=CC=C1)(C1=CC=CC=C1)(C(C)(C)C)OCC12CNC(C1)(C2)CNC=2C=1C=CN=C(C1C=CC2)NCC2=C(C=C(C=C2)OC)OC N5-((4-(((tert-Butyldiphenylsilyl)oxy)methyl)-2-azabicyclo[2.1.1]hexan-1-yl)methyl)-N1-(2,4-dimethoxybenzyl)isoquinoline-1,5-diamine